C(C)(C)(C)C1CCC(CC1)NC(=O)CC(CC(=O)NC1CCC(CC1)C(C)(C)C)C(=O)NC1CCC(CC1)C(C)(C)C 1,2,3-propanetricarboxylic acid tris(4-tert-butylcyclohexylamide)